(1-(4-(6-fluoroquinolin-4-yl)cyclohexyl)ethyl)isoindoline-1,3-dione FC=1C=C2C(=CC=NC2=CC1)C1CCC(CC1)C(C)N1C(C2=CC=CC=C2C1=O)=O